[2H]C([2H])([2H])NC1=CC2=C(C(N(N=C2C(C)C)CC(=O)NC2=NC=CC=N2)=O)S1 2-{2-Trideuteromethylamino-7-oxo-4-(propan-2-yl)-6H,7H-thieno[2,3-d]pyridazin-6-yl}-N-(pyrimidin-2-yl)acetamide